ClC1=C(C(=C(N=N1)NC1C2CCC(CC1)N2C(=O)[O-])S(=O)(=O)C2=CC=CC=C2)C 2-((6-chloro-5-methyl-4-(phenylsulfonyl)pyridazin-3-yl)amino)-8-azabicyclo[3.2.1]octane-8-carboxylate